6-benzyl-N4-(trans-3-hydroxycyclobutyl)-N2-methylpyridine-2,4-dicarboxamide C(C1=CC=CC=C1)C1=CC(=CC(=N1)C(=O)NC)C(=O)N[C@@H]1C[C@H](C1)O